2-[(4-{6-[(4-chloro-2-fluorobenzyl)oxy]pyridin-2-yl}piperidin-1-yl)methyl]-1-[(3-methyloxetan-3-yl)methyl]-1H-benzimidazole-6-carboxylic acid ClC1=CC(=C(COC2=CC=CC(=N2)C2CCN(CC2)CC2=NC3=C(N2CC2(COC2)C)C=C(C=C3)C(=O)O)C=C1)F